1-((3S,5R)-1-acryloyl-5-(methoxymethyl)pyrrolidin-3-yl)-3-(((S)-7-fluoro-1-methyl-2,3-dihydro-1H-benzo[d]pyrrolo[1,2-a]imidazol-6-yl)ethynyl)-5-(methylamino)-1H-pyrazole-4-carboxamide C(C=C)(=O)N1C[C@H](C[C@@H]1COC)N1N=C(C(=C1NC)C(=O)N)C#CC=1C(=CC2=C(N=C3N2[C@H](CC3)C)C1)F